N,3-dimethyl-4,5,6,7-tetrahydro-2-benzothiophen-5-amine hydrochloride Cl.CNC1CC=2C(=CSC2C)CC1